4,5,6,7-TETRAHYDROPYRAZOLO[1,5-A]PYRIDIN-2-CARBALDEHYDE N1=C(C=C2N1CCCC2)C=O